C(#N)C1=C(C=CC=C1)[C@@H]([C@@H](C)C=1N(C(C(=C(N1)C(=O)NC=1C=NOC1)O)=O)C)C=1C=NN(C1)CC 2-((1R,2R)-1-(2-cyanophenyl)-1-(1-ethyl-1H-pyrazol-4-yl)propan-2-yl)-5-hydroxy-N-(isoxazol-4-yl)-1-methyl-6-oxo-1,6-dihydropyrimidine-4-carboxamide